(2R)-1-(4-{8-chloro-7-[(2-methyl-1H-1,3-benzodiazol-6-yl)oxy]quinoxalin-2-yl}-1H-pyrazol-1-yl)propan-2-ol ethyl-(E)-3-(2,6-dimethylpyrimidin-4-yl)acrylate C(C)/C(/C(=O)O[C@@H](CN1N=CC(=C1)C1=NC2=C(C(=CC=C2N=C1)OC=1C=CC2=C(NC(=N2)C)C1)Cl)C)=C\C1=NC(=NC(=C1)C)C